1-Iodopentan ICCCCC